phosphocoumaroyl-aminopropionic acid P(=O)(=O)CC(C(=O)O)(N)C(\C=C\C1=CC=C(C=C1)O)=O